N1=C(C=CC=C1)C=1NC(=CC(C1)=O)C1=NC=CC=C1 2,6-di(2-pyridyl)-4(1H)-pyridone